5,10,15,20-tetrakis(4-pyridylphenyl)porphyrin N1=CC=C(C=C1)C1=C(C=CC=C1)C=1C2=CC=C(N2)C(=C2C=CC(C(=C3C=CC(=C(C=4C=CC1N4)C4=C(C=CC=C4)C4=CC=NC=C4)N3)C3=C(C=CC=C3)C3=CC=NC=C3)=N2)C2=C(C=CC=C2)C2=CC=NC=C2